C(C1=CC=CC=C1)N1N=C(N=C1)C(=O)N 1-benzyl-1,2,4-triazole-3-carboxamide